methyl 7-bromo-1-methyl-indazole-5-carboxylate methyl-7-bromo-2-methyl-indazole-5-carboxylate COC(=O)C1=CC2=CN(N=C2C(=C1)Br)C.BrC=1C=C(C=C2C=NN(C12)C)C(=O)OC